4-(2-(methylthio)quinoxalin-6-yl)phenyl trifluoromethanesulfonate FC(S(=O)(=O)OC1=CC=C(C=C1)C=1C=C2N=CC(=NC2=CC1)SC)(F)F